CN1C(NC2=CC(=CC=C2C1=S)CN1CCN(CC1)C=1C(=NC(=CC1)C(CC)=O)C)=O 3-methyl-7-((4-(2-methyl-6-propionylpyridin-3-yl)piperazin-1-yl)methyl)-4-thioxo-3,4-dihydroquinazolin-2(1H)-one